methyl (R)-4-(2-(5-cyclopropyl-4,7-difluoro-3,3-dimethyl-2-oxoindolin-1-yl)acetamido)pentanoate C1(CC1)C=1C(=C2C(C(N(C2=C(C1)F)CC(=O)N[C@@H](CCC(=O)OC)C)=O)(C)C)F